4-{4-[(3-chloro-4-fluorophenyl)oxy]phenyl}-5-methyl-2,4-dihydro-3H-1,2,4-triazol-3-one ClC=1C=C(C=CC1F)OC1=CC=C(C=C1)N1C(NN=C1C)=O